ClC1=CC=C(C=C1)[C@H]1CC=2NC3=CC=CC=C3C2[C@H]([C@@H]1N)CCNCC1CC1 (2R,3R,4R)-2-(4-Chlorophenyl)-4-{2-[(cyclopropylmethyl)amino]ethyl}-2,3,4,9-tetrahydro-1H-carbazol-3-amine